1,4-bis[2-methacryloyloxyethylamino]-9,10-anthraquinone C(C(=C)C)(=O)OCCNC1=CC=C(C=2C(C3=CC=CC=C3C(C12)=O)=O)NCCOC(C(=C)C)=O